FC=1C=C(C=C(C1)F)[C@@H]1CC[C@H]2OC3(C(N21)=O)CCN(CC3)C(=O)OC(C)(C)C tert-butyl (5'S,7a'R)-5'-(3,5-difluorophenyl)-3'-oxotetrahydro-3'H-spiro[piperidine-4,2'-pyrrolo[2,1-b]oxazole]-1-carboxylate